1-(3-(N,N'-di(tert-butoxycarbonyl)guanidino)propyl)-7-isobutyl-N-(naphthalen-1-ylmethyl)-1,2,3,6,7,7a-hexahydro-3aH-3,6-methanopyrrolo[3,2-b]pyridine-3a-carboxamide C(C)(C)(C)OC(=O)N(C(=NC(=O)OC(C)(C)C)N)CCCN1CC2C3(N=CC(C(C31)CC(C)C)C2)C(=O)NCC2=CC=CC3=CC=CC=C23